(S)-N-(4,4-difluoro-1-(oxetan-3-yl)pyrrolidin-3-yl)-4-methoxy-5-(quinoxalin-6-yl)pyrrolo[2,1-f][1,2,4]triazin-2-amine FC1([C@H](CN(C1)C1COC1)NC1=NN2C(C(=N1)OC)=C(C=C2)C=2C=C1N=CC=NC1=CC2)F